6-Fluoro-7-nitro-2,3-dihydrobenzo[b][1,4]dioxin-5-carboxylic acid FC1=C(C2=C(OCCO2)C=C1[N+](=O)[O-])C(=O)O